piperidine-2,6-dicarboxylic acid N1C(CCCC1C(=O)O)C(=O)O